1-[4-(6-benzyloxy-2-indan-4-yl-3,4-dihydronaphthalen-1-yl)phenyl]-4-(dimethoxymethyl)piperidine C(C1=CC=CC=C1)OC=1C=C2CCC(=C(C2=CC1)C1=CC=C(C=C1)N1CCC(CC1)C(OC)OC)C1=C2CCCC2=CC=C1